2-(3-chloro-4-((R or S)-1-(((R)-phenyl((R)-1,2,3,4-tetrahydropyrido[2,3-b]pyrazin-3-yl)methyl)amino)propan-2-yl)phenyl)acetic acid ClC=1C=C(C=CC1[C@H](CN[C@@H]([C@H]1CNC2=C(N1)N=CC=C2)C2=CC=CC=C2)C)CC(=O)O |o1:7|